CC=1C=C2C(=NC1N1CCC(CC1)OC=1C=C(C#N)C=CC1)CNS2(=O)=O 3-((1-(6-methyl-1,1-dioxido-2,3-dihydroisothiazolo[4,5-b]pyridin-5-yl)piperidin-4-yl)oxy)benzonitrile